4,4',5,5',6,6'-hexamethoxy-[1,1'-biphenyl] COC1=CC=C(C(=C1OC)OC)C1=CC=C(C(=C1OC)OC)OC